1-(Tert-butyl)-5-fluoro-N-(2-fluoro-4-methyl-5-(8-(pyridin-4-yl)imidazo[1,2-a]pyridin-6-yl)phenyl)-1H-pyrazole-4-carboxamide C(C)(C)(C)N1N=CC(=C1F)C(=O)NC1=C(C=C(C(=C1)C=1C=C(C=2N(C1)C=CN2)C2=CC=NC=C2)C)F